ClC=1C=C(C=C(C1)NCCO)NC(=O)NC1=C(C=CC(=C1)F)CCO 1-[3-chloro-5-(2-hydroxyethylamino)phenyl]-3-[5-fluoro-2-(2-hydroxyethyl)phenyl]urea